OC[C@@]1(N2C[C@@H]([C@@H](C1=O)CC2)C)COC (1R,2R,4S,5R)-2-(hydroxymethyl)-2-(methoxymethyl)-5-methylquinuclidin-3-one